4-(4-(4-(2-(2-aminopyridin-3-yl)-5-(4-fluorophenyl)-3H-imidazo[4,5-b]pyridin-3-yl)benzyl)piperazin-1-yl)-1,3,5-triazine-2-carbonitrile NC1=NC=CC=C1C1=NC=2C(=NC(=CC2)C2=CC=C(C=C2)F)N1C1=CC=C(CN2CCN(CC2)C2=NC(=NC=N2)C#N)C=C1